phenylene dipivalate C(C(C)(C)C)(=O)OC1=C(C=CC=C1)OC(C(C)(C)C)=O